C1(CC2C(CC1)O2)CCCC[Si](OCC)(OCC)OCC δ-(3,4-epoxycyclohexyl)butyl-triethoxysilane